P(=O)(O)(O)OCCN(C)C Dimethyl-ethanolamine phosphate